COC1=CC=C(C=C1)C(N1C(N[C@H]2[C@@H]1CSC2CCCCC(=O)NCCCCCCN=[N+]=[N-])=O)(C2=CC=CC=C2)C2=CC=C(C=C2)OC 5-[(3aR,6aS)-3-[bis(4-methoxyphenyl)-phenyl-methyl]-2-oxo-3a,4,6,6a-tetrahydro-1H-thieno[3,4-d]imidazol-6-yl]-N-(6-azidohexyl)pentanamide